OC(COC1=CC=C(C=N1)N1CC=2C(=NC=CC2C1=O)C1=C(C=CC=C1)OCC(F)(F)F)(C)C 2-[6-(2-hydroxy-2-methylpropoxy)pyridin-3-yl]-4-[2-(2,2,2-trifluoroethoxy)phenyl]-2,3-dihydro-1H-pyrrolo[3,4-c]pyridin-1-one